C1(CC1)C(=O)N1CCN(CC1)C1=CC=2C(=C(N=NC2N[C@H](C)C2=C(C(=CC=C2)C(F)F)F)C)N=C1 (R)-cyclopropyl(4-(5-((1-(3-(difluoromethyl)-2-fluorophenyl)ethyl)amino)-8-methylpyrido[2,3-d]pyridazin-3-yl)piperazin-1-yl)methanone